1-(tert-Butyl) 3-ethyl 2-methyl-4-ureido-2,5-dihydro-1H-pyrrole-1,3-dicarboxylate CC1N(CC(=C1C(=O)OCC)NC(=O)N)C(=O)OC(C)(C)C